[(3aS,4R,6aR)-4-[(6-Bromo-3-pyridazinyl)(methyl)amino]hexahydrocyclopenta[c]pyrrol-2(1H)-yl](5-methyl-2-thienyl)methanone BrC1=CC=C(N=N1)N([C@@H]1CC[C@H]2CN(C[C@H]21)C(=O)C=2SC(=CC2)C)C